COC1=CC=C2C(=CN(C2=C1)CC1=NC=CC=C1)\C=C/1\C(NC(S1)=O)=O (Z)-5-((6-methoxy-1-(pyridin-2-ylmethyl)-1H-indol-3-yl)methylene)thiazolidine-2,4-dione